C(C)(C)(C)[NH3+] tertiary-butyl-ammonium